4-((4-chlorophenyl)sulfonamido)-N-((S)-3,3-dimethylbutan-2-yl)-3-((1S,4R)-4-methoxycyclohexyl)-1-methyl-1H-pyrazole-5-carboxamide ClC1=CC=C(C=C1)S(=O)(=O)NC=1C(=NN(C1C(=O)N[C@@H](C)C(C)(C)C)C)C1CCC(CC1)OC